NCCC1=CC=C(NC(CNC(=O)N2C=CC3=C2N=CN=C3N(C)[C@H]3CN(CC[C@H]3C)C(CC#N)=O)=O)C=C1 N-[2-[4-(2-aminoethyl)anilino]-2-oxo-ethyl]-4-[[(3R,4R)-1-(2-cyanoacetyl)-4-methyl-3-piperidinyl]-methyl-amino]pyrrolo[2,3-d]pyrimidine-7-carboxamide